2-amino-4-(butylamino)-6-(2-methoxy-4-(piperazine-1-carbonyl)benzyl)pyrido[4,3-d]pyrimidin NC=1N=C(C2=C(N1)C=CN(C2)CC2=C(C=C(C=C2)C(=O)N2CCNCC2)OC)NCCCC